N-((5S)-5-(2-(5-methoxy-2-methyl-1H-indol-3-yl)propanamido)-5-(5-(2-methoxyquinolin-3-yl)-1H-imidazol-2-yl)pentyl)-2-(methylthio)benzamide COC=1C=C2C(=C(NC2=CC1)C)C(C(=O)N[C@@H](CCCCNC(C1=C(C=CC=C1)SC)=O)C=1NC(=CN1)C=1C(=NC2=CC=CC=C2C1)OC)C